OC1=C(C=CC=C1)C1C(C2=C(C=CC=C2)O)O1 bis(2-hydroxyphenyl) ethylene oxide